C(CCCCCCC\C=C/C\C=C/CCCCC)(=O)OC.C(CCCCCCC\C=C/C\C=C/CCCCC)(=O)OC dimethyl DILINOLEATE